(S)-4-(4-((2,3-dihydrobenzo[b][1,4]dioxin-2-yl)methyl)piperazin-1-yl)-1,2,5-thiadiazol-3-carboxamide O1C2=C(OC[C@@H]1CN1CCN(CC1)C=1C(=NSN1)C(=O)N)C=CC=C2